4-fluoro-N-(4-methoxybenzyl)-N-methyl-3-(1-methyl-1H-1,2,4-triazol-3-yl)benzenesulfonamide FC1=C(C=C(C=C1)S(=O)(=O)N(C)CC1=CC=C(C=C1)OC)C1=NN(C=N1)C